C(C)(C)(C)OC(=O)N1[C@@H](COCC1)C=1C=C(C=C2CCN(CC12)C(C)=O)C=1C=C2C(=NC1)NC=C2Cl (R)-3-(2-acetyl-6-(3-chloro-1H-pyrrolo[2,3-b]pyridin-5-yl)-1,2,3,4-tetrahydroisoquinolin-8-yl)morpholine-4-carboxylic acid tert-butyl ester